OC1=C(C(=CC(=C1)C(F)(F)F)C)C1=CC=C(N=N1)CN1C(CC(C1)C)=O 1-((6-(2-Hydroxy-6-methyl-4-(trifluoromethyl)phenyl)pyridazin-3-yl)methyl)-4-methylpyrrolidin-2-one